FC(C1=CC=C2C(=N1)[C@H](CCO2)CNC(OC(C)(C)C)=O)(F)F |r| rac-tert-butyl {[6-(trifluoromethyl)-3,4-dihydro-2H-pyrano[3,2-b]pyridin-4-yl]methyl}carbamate